FC(C1=CC=C(C=C1)C=CC=O)(F)F 3-(4-trifluoromethylphenyl)acrolein